N[C@H]1CN(CCC1)C(=O)C=1C=C(C=2N(C1)N=C(C2C)C=2N(C1=C(C=CC=C1C2)C2CN(C2)C(=O)C2CCC(CC2)O)CC2CC2)OC ((R)-3-Aminopiperidin-1-yl)(2-(1-(cyclopropylmethyl)-7-(1-((1s,4s)-4-hydroxycyclohexane-1-carbonyl)azetidin-3-yl)-1H-indol-2-yl)-4-methoxy-3-methylpyrazolo[1,5-a]pyridin-6-yl)methanone